C(C)(=O)O[C@H]1[C@@H](O[C@@H]([C@@H]([C@@H]1N=[N+]=[N-])OC(C)=O)COC(C)=O)Cl 2,4,6-tri-O-acetyl-3-azido-3-deoxy-beta-D-galactopyranosyl chloride